2-(4-ethoxyphenyl)-1H-pyrrolo[2,3-c]pyridin-1-yl benzoate C(C1=CC=CC=C1)(=O)ON1C(=CC=2C1=CN=CC2)C2=CC=C(C=C2)OCC